CC1(CN(CC2=CC=CC=C12)C(=O)OC)C=1C=NC=CC1 methyl 4-methyl-4-(3-pyridyl)-1,3-dihydroisoquinoline-2-carboxylate